CIS-3-HEXENYL VALERATE C(CCCC)(=O)OCC\C=C/CC